N-methyl-7-azabicyclo[2.2.1]heptane CN1C2CCC1CC2